tetraacetyl-2-amino-2-deoxy-2-azido-mannose C(C)(=O)[C@@]([C@]([C@@]([C@@](C(=O)C(C)=O)(N=[N+]=[N-])N)(O)C(C)=O)(O)C(C)=O)(O)CO